FC1=C(C(=O)N2[C@@H](CN(C[C@H]2C)C(=O)C2=CC3=C(OCC(N3)=O)C=C2)C)C=CC(=C1)OC 6-((3R,5R)-4-(2-fluoro-4-methoxybenzoyl)-3,5-dimethylpiperazine-1-carbonyl)-2H-benzo[b][1,4]oxazin-3(4H)-one